N-[4-[(7-Bromo-1,5-naphthyridin-4-yl)oxy]-3-fluorophenyl]-5-(4-fluorophenyl)-4-hydroxy-6-methylpyridine-3-carboxamide BrC1=CN=C2C(=CC=NC2=C1)OC1=C(C=C(C=C1)NC(=O)C=1C=NC(=C(C1O)C1=CC=C(C=C1)F)C)F